dichloro[1,3-bis(2,6-di-3-pentylphenyl)imidazol-2-ylidene](3-chloro-pyridyl)palladium Cl[Pd](C1=NC=CC=C1Cl)(=C1N(C=CN1C1=C(C=CC=C1C(CC)CC)C(CC)CC)C1=C(C=CC=C1C(CC)CC)C(CC)CC)Cl